3,6-dimethylpyridinecarbonitrile CC=1C(=NC(=CC1)C)C#N